CC1=C(C(=C(C1([Hf]C=1C(C2=CC(=C(C=C2C1)C)C)CC(C)(C)C)C)C)C)C pentamethylcyclopentadienyl-(1-neopentyl-5,6-dimethylindenyl)hafnium